C(C)C=1C=C(SC1C1=NOC(=N1)C1=CC=C(C=C1)OC1=CC=CC=C1)CN1CC(C1)C(=O)O 1-[[4-Ethyl-5-[5-(4-phenoxyphenyl)-1,2,4-oxadiazol-3-yl]-2-thienyl]methyl]-3-azetidinecarboxylic acid